2-[(4-{6-[(4-chloro-2-fluorobenzyl)oxy]pyridin-2-yl}piperidin-1-yl)methyl]-1-{[3-(methoxymethyl)-1H-pyrazol-5-yl]methyl}-1H-benzimidazole-6-carboxylic acid ClC1=CC(=C(COC2=CC=CC(=N2)C2CCN(CC2)CC2=NC3=C(N2CC2=CC(=NN2)COC)C=C(C=C3)C(=O)O)C=C1)F